C1(CCC2=CC=CC=C12)OC1=C2CC(C(C2=C(C=C1)SC(F)(F)F)O)(F)F 4-(2,3-dihydro-1H-inden-1-oxy)-2,2-difluoro-7-(trifluoromethylsulfanyl)-2,3-dihydro-1H-inden-1-ol